BrC=1C2=C(SC1)C=CC(=C2)[N+](=O)[O-] 3-bromo-5-nitrobenzo[b]thiophene